(1R,3S,5R)-2-(2-(3-acetyl-7-methyl-5-(2-methylpyrimidin-5-yl)-1H-indazol-1-yl)acetyl)-N-(6-bromo-3-methylpyridin-2-yl)-5-(pyrrolidin-1-ylmethyl)-2-azabicyclo[3.1.0]hexane-3-carboxamide C(C)(=O)C1=NN(C2=C(C=C(C=C12)C=1C=NC(=NC1)C)C)CC(=O)N1[C@@H]2C[C@@]2(C[C@H]1C(=O)NC1=NC(=CC=C1C)Br)CN1CCCC1